methyl 5-(benzo[d]oxazol-2-yl)-2-(7-fluoro-3,4-dihydrobenzo[b][1,4]oxazepine-5(2H)-yl)isonicotinate O1C(=NC2=C1C=CC=C2)C2=CN=C(C=C2C(=O)OC)N2C1=C(OCCC2)C=CC(=C1)F